C1=CC=CC2=C1C1=CC3=CC4=CC=5C=CC=CC5C=C4C=C3C=C1C1=C2C=CC=C1 dibenzopentacene